C1(=CC=CC2=CC=CC=C12)S(=O)(=O)OC1=C(C=CC=C1)NC(NC1=C(C=CC=C1)OS(=O)(=O)C1=CC=CC2=CC=CC=C12)=O bis-[2-(1-naphthalenesulfonyloxy)phenyl]urea